BrC1=CC(=C2C=CN(C2=C1)C(=O)OC(C)(C)C)C tert-Butyl 6-bromo-4-methyl-1H-indole-1-carboxylate